C1(CCC1)C(=O)OC(C(=C(C1=CC=C(C=C1)Cl)C1=CC=C(C=C1)Cl)C1=CC=CC=C1)=C1SCCCS1 3,3-bis(4-chlorophenyl)-1-(1,3-dithian-2-ylidene)-2-PHENYLALLYL CYCLOBUTANECARBOXYLATE